NCCOCCNC(CBr)=O N-[2-(2-Aminoethoxy)ethyl]-2-bromoacetamide